C(=O)(O)C(CC(=O)O)(CC(=O)O)O.ClC=1C=C(C=CC1OC)C1CCN(CC1)C(=O)C1=CC=C(C=C1)C1(COC1)O (4-(3-chloro-4-methoxyphenyl)piperidin-1-yl)(4-(3-hydroxyoxetan-3-yl)phenyl)methanone 3-carboxy-3,5-dihydroxy-5-OXO-pentanoate